[Si](C1=CC=CC=C1)(C1=CC=CC=C1)(C(C)(C)C)OC1CCN(CC1)C=1C2=C(N=C(N1)Cl)C(=C(N=C2)Cl)F 4-(4-((Tert-Butyldiphenylsilyl)oxy)piperidin-1-yl)-2,7-dichloro-8-fluoropyrido[4,3-d]pyrimidine